2-[3-(6-methyl-2-pyridyl)-1H-pyrazol-4-yl]-7-(4,5,6,7-tetrahydro-2H-pyrazolo[3,4-c]pyridin-3-yl)-1,5-naphthyridine CC1=CC=CC(=N1)C1=NNC=C1C1=NC2=CC(=CN=C2C=C1)C=1NN=C2CNCCC21